(R)-N-(benzo[b]thiophen-5-ylmethyl)-4-(2-(3-fluoro-4-(trifluoromethyl)phenyl)-2H-pyrazolo[3,4-d]pyrimidin-4-yl)-1-methylpiperazine-2-carboxamide S1C2=C(C=C1)C=C(C=C2)CNC(=O)[C@@H]2N(CCN(C2)C=2C=1C(N=CN2)=NN(C1)C1=CC(=C(C=C1)C(F)(F)F)F)C